BrC=1SC2=C(N1)C(=CC(=C2)C(=O)OC)C=2C(=NC(=CC2)C)CC Methyl 2-bromo-4-(2-ethyl-6-methylpyridin-3-yl)benzo[d]thiazole-6-carboxylate